COC1=C(C=C(C=C1)OC)C1=CC(=CC=C1)C1=C(C=CC(=C1)OC)OC 1,3-bis(2,5-dimethoxyphenyl)benzene